difluoromethyl-N-(2-naphthyl)acetyl-hydrazonochloride FC(F)N(N(Cl)Cl)C(CC1=CC2=CC=CC=C2C=C1)=O